(1S,4S)-2-[3-chloro-5-(trifluoromethyl)-2-pyridyl]-2,5-diazabicyclo[2.2.1]heptane ClC=1C(=NC=C(C1)C(F)(F)F)N1[C@@H]2CN[C@H](C1)C2